C(C)(C)C1=CC=C(C=C1)[I+]C1=CC=C(C=C1)C (4-isopropylphenyl)(4-methylphenyl)iodonium